CC1=NC(=CC=C1S(=O)(=O)N1[C@H]2CC(C[C@@H]1CC2)NC2CC1(COC1)C2)C(F)(F)F (1R,3s,5S)-8-((2-Methyl-6-(trifluoromethyl)pyridin-3-yl)sulfonyl)-N-(2-oxaspiro[3.3]heptan-6-yl)-8-azabicyclo[3.2.1]octan-3-amine